ClC=1C(=CC=C2C=CC=C(C12)C1=CC=C2C(=NC(=NC2=C1)OC[C@]12CCCN2C[C@@H](C1)F)C1(N(CCNC1)C(C(=C)F)=O)CC#N)F 7-(8-chloro-7-fluoronaphthalen-1-yl)-2-(((((2R,7aS)-2-fluorotetrahydro-1H-pyrrolizin-7a(5H)-yl)methoxy)quinazolin-4-yl)-1-(2-fluoroacryloyl)piperazin-2-yl)acetonitrile